[Si](C)(C)(C(C)(C)C)OC(CNC(OC(C)(C)C)=O)CS tert-butyl (2-((tert-butyldimethylsilyl)oxy)-3-mercaptopropyl)carbamate